1-(4-methoxycyclohexyl)pyrazolo[3,4-d]pyrimidin-4-amine COC1CCC(CC1)N1N=CC=2C1=NC=NC2N